C1CC12CNCCC2C(=O)N2OCC[C@H]2C=2C=NC(=CC2)C 5-azaspiro[2.5]octan-8-yl-[(3S)-3-(6-methyl-3-pyridyl)isoxazolidin-2-yl]methanone